COC1=CC(=C(C=C1OC)NC(=O)C=1OC2=CC=CC=C2C(C1)=O)C(NC1=CC=C(C=C1)CCN(CC=1C=C2C=NN(C2=CC1)C)CC1=CC(=CC=C1)N1C=NC(=C1)C)=O N-(4,5-Dimethoxy-2-((4-(2-((3-(4-methyl-1H-imidazol-1-yl)benzyl)((1-methyl-1H-indazol-5-yl)methyl)amino)ethyl)phenyl)carbamoyl)phenyl)-4-oxo-4H-chromene-2-carboxamide